N-{(6R,7aR)-2-[4-(2,6-difluorophenyl)-6-fluoro-1,2-benzoxazol-3-yl]-7,7-difluoro-3-oxohexahydro-1H-pyrrolo[1,2-c]imidazol-6-yl}-N'-methylsulfuric diamide FC1=C(C(=CC=C1)F)C1=CC(=CC2=C1C(=NO2)N2C(N1[C@H](C2)C([C@@H](C1)NS(NC)(=O)=O)(F)F)=O)F